C1(=CC=CC=C1)NCCC[Si](OC)(OC)OC 3-phenylaminopropyltrimethoxysilane